benzyl 1,3-dimethylpiperidine-3-carboxylate CN1CC(CCC1)(C(=O)OCC1=CC=CC=C1)C